4-((2,6-dimethyl-7-phenyl-1H-imidazo[4,5-c]pyridin-1-yl)methyl)benzenesulfonamide CC=1N(C2=C(C=NC(=C2C2=CC=CC=C2)C)N1)CC1=CC=C(C=C1)S(=O)(=O)N